C(C)N1C[C@@H](CCC1)NC(OC(C)(C)C)=O tert-butyl (R)-(1-ethylpiperidin-3-yl)carbamate